CNC1=C(C(C1=O)=O)NCCCCN(CCCCCCCCCC(=O)OCCCCC)CCCCC(=O)OC(CCCCCCCCC)CCCCCCCCC Pentyl 10-((4-((2-(methylamino)-3,4-dioxocyclobut-1-en-1-yl)amino)butyl)(5-(nonadecan-10-yloxy)-5-oxopentyl)amino)decanoate